CN(S(=O)(=O)C=1C=CC(=C(C1)C=1N(C(=NN1)SC1=CC=C(C(=O)NO)C=C1)C)F)C 4-[[5-[5-(dimethylsulfamoyl)-2-fluoro-phenyl]-4-methyl-1,2,4-triazol-3-yl]sulfanyl]benzohydroxamic acid